methyl 3-(3-((1-(2-((2-chloro-4-fluorophenyl) (dodecyl) carbamoyl)-5-methoxyphenyl) piperidin-4-yl) methoxy) phenyl)-3-cyclopropylpropionate ClC1=C(C=CC(=C1)F)N(C(=O)C1=C(C=C(C=C1)OC)N1CCC(CC1)COC=1C=C(C=CC1)C(CC(=O)OC)C1CC1)CCCCCCCCCCCC